CC1=CC=C(C=N1)CN1N=C2C3=C(CC4(C2=C1)CC4)OC(=C3C(F)(F)F)C(=O)NC=C3OCCC3 2'-[(6-methylpyridin-3-yl)methyl]-N-{[(2S)-oxolanyl-2-yl]methyl}-8'-(trifluoromethyl)-2',5'-dihydrospiro[cyclopropane-1,4'-furo[2,3-g]indazole]-7'-carboxamide